N1(C=NC=C1)C1=CC=C(C=C1)N(C(=O)C=1N=C(SC1)C#C)C(C(=O)NC(C)(C)C)C1=CSC2=C1C=CC=C2 N-(4-(1H-imidazol-1-yl)phenyl)-N-(1-(benzothien-3-yl)-2-(tert-butylamino)-2-oxoethyl)-2-ethynyl-thiazole-4-carboxamide